N1=CN=C(C2=C1NC=C2)CC(=O)O 2-(7H-pyrrolo[2,3-d]pyrimidin-4-yl)acetic acid